C(C)S(=O)(=O)NC1=CC=C(C=C1)C1=C2C(=NC=C1)NC=C2C 4-(4-(ethylsulfonamido)phenyl)-3-methyl-1H-pyrrolo[2,3-b]pyridin